COC1=C(C=C2C(=CC=NC2=C1)NC1=C(C=C(C=C1)N1CCN(CC1)C)OC)C(=O)N 7-methoxy-4-((2-methoxy-4-(4-methylpiperazin-1-yl)phenyl)amino)quinoline-6-carboxamide